7,7'-((5,6-dinitrobenzo[c][1,2,5]thiadiazole-4,7-diyl)bis(4-hexylthiophene-5,2-diyl))bis(9-hexyl-N,N-diphenyl-9H-carbazol-2-amine) [N+](=O)([O-])C1=C(C=2C(=NSN2)C(=C1[N+](=O)[O-])C1=C(C=C(S1)C1=CC=C2C=3C=CC(=CC3N(C2=C1)CCCCCC)N(C1=CC=CC=C1)C1=CC=CC=C1)CCCCCC)C1=C(C=C(S1)C1=CC=C2C=3C=CC(=CC3N(C2=C1)CCCCCC)N(C1=CC=CC=C1)C1=CC=CC=C1)CCCCCC